COC1=CC(=NC=C1OC=1C=NC(=CC1)OC)C(=O)N1[C@H](C[C@H](CC1)C1=C(C=C(N=N1)N)C)C 6-[(2S,4S)-1-{4-methoxy-5-[(6-methoxypyridin-3-yl)oxy]pyridine-2-carbonyl}-2-methylpiperidin-4-yl]-5-methylpyridazin-3-amine